The molecule is an amino trisaccharide that is 2-acetamido-2-deoxy-alpha-D-glucopyranose in which the hydroxy groups at positions 4 and 6 have been converted into the corresponding 2-acetamido-2-deoxy-alpha-D-glucopyranosy and beta-L-fucopyranosyl derivatives, respectively. It is an amino trisaccharide, a member of acetamides and a glucosamine oligosaccharide. C[C@H]1[C@H]([C@H]([C@@H]([C@H](O1)OC[C@@H]2[C@H]([C@@H]([C@H]([C@H](O2)O)NC(=O)C)O)O[C@@H]3[C@@H]([C@H]([C@@H]([C@H](O3)CO)O)O)NC(=O)C)O)O)O